methyl 4-(((tert-butoxycarbonyl)amino)methyl)-1-(methylsulfonyl)indoline-6-carboxylate C(C)(C)(C)OC(=O)NCC1=C2CCN(C2=CC(=C1)C(=O)OC)S(=O)(=O)C